BrC=1C=2N(C=C(C1)C=1C=NN(C1)C)N=CC2 4-bromo-6-(1-methylpyrazol-4-yl)pyrazolo[1,5-a]pyridine